N-[1-[2-oxo-2-[(2S)-2-cyanopyrrolidin-1-yl]ethyl]-4-piperidyl]quinoline-8-carboxamide O=C(CN1CCC(CC1)NC(=O)C=1C=CC=C2C=CC=NC12)N1[C@@H](CCC1)C#N